FC=1C=C(C=C(C1)F)N1N=C(C2=CC=CC=C2C1=O)C=1C=C(C=CC1)\C=[N+](\C(C)C)/[O-] (Z)-1-(3-(3-(3,5-Difluorophenyl)-4-oxo-3,4-dihydrophthalazin-1-yl)phenyl)-N-isopropyl-methanimine oxide